2-((3,8-difluoro-2-(2-fluorophenyl)-4-methoxyquinolin-7-yl)(methoxy)methylene)malononitrile FC=1C(=NC2=C(C(=CC=C2C1OC)C(=C(C#N)C#N)OC)F)C1=C(C=CC=C1)F